C(C)(C)(C)[S@@](=O)N1[C@H]([C@H]1C1=CC=CC=C1)C(=O)O (2R,3R)-1-((R)-tert-butylsulfinyl)-3-phenylaziridine-2-carboxylic acid